NC=1N=C(SC1C(=O)C1=NC(=NO1)C1=CC=C(C=C1)Cl)N(C1=CC=C(C=C1)F)C(C(=O)N)C (N-[4-amino-5-[3-(4-chlorophenyl)-1,2,4-oxadiazole-5-carbonyl]thiazol-2-yl]-4-fluoro-anilino)propanamide